ClC=1C(=CC(=NC1)OC)C(C(=O)N1CC2(CC1)NC1=NC(=C(C=C1CC2)C2=NC=CC=N2)C)C 2-(5-chloro-2-methoxypyridin-4-yl)-1-[7-methyl-6-(pyrimidin-2-yl)-3,4-dihydro-1H-spiro[1,8-naphthyridine-2,3'-pyrrolidin]-1'-yl]propan-1-one